eicosane-2,16-diol CC(CCCCCCCCCCCCCC(CCCC)O)O